5-{2-[(3-bromophenyl)amino]-5-[(2-nitrophenyl)oxy]phenyl}furan-2-carboxylic acid BrC=1C=C(C=CC1)NC1=C(C=C(C=C1)OC1=C(C=CC=C1)[N+](=O)[O-])C1=CC=C(O1)C(=O)O